O1COC2=C1C(=CC=C2C(=O)OCC)C(=O)OCC diethyl benzo[d][1,3]dioxole-4,7-dicarboxylate